N-(2-bromophenyl)-1,1-dimethoxypropane-2-amine BrC1=C(C=CC=C1)NC(C(OC)OC)C